C1(=CCCC1)C(=O)[O-] cyclopenten-1-carboxylat